C(C)(C)C1=NOC(=N1)N1CCC(CC1)[C@H](C)OC1=NN2C(S1)=NC(=C2)C2=CC(=C(C=C2)S(=O)(=O)C)F 2-((S)-1-(1-(3-isopropyl-1,2,4-oxadiazol-5-yl)piperidin-4-yl)ethoxy)-6-(3-fluoro-4-(methylsulfonyl)phenyl)imidazo[2,1-b][1,3,4]thiadiazole